8-fluoro-1-((2-hydroxy-2-methylpropyl)amino)-1,5-dihydro-2H-pyrano[3,4-c]isoquinolin-6(4H)-one FC=1C=CC=2C3=C(NC(C2C1)=O)COCC3NCC(C)(C)O